FC=1C=C(C#N)C=C(C1)OC1=CC=C2C=3C(CC(C13)F)(C(C2(F)F)(F)F)O 3-fluoro-5-((1,3,3,4,4-pentafluoro-2a-hydroxy-2,2a,3,4-tetrahydro-1H-cyclopenta-[cd]-inden-7-yl)oxy)benzonitrile